cyclooctylidene cyclohexylidene ethylene methyl 5-(benzyloxycarbonylamino)-6-(trifluoromethyl)pyridine-2-carboxylate C(C1=CC=CC=C1)OC(=O)NC=1C=CC(=NC1C(F)(F)F)C(=O)OC.C1(CCCCCCC1)=C=C=C1CCCCC1